2-{5-[5-(6-carbamoyl-1-methyl-1H-pyrazolo[4,3-c]pyridin-4-yl)-4H-1,2,4-triazol-3-yl]-4-hydroxy-3-methyl-1H-pyrazol-1-yl}ethyl trifluoroacetate FC(C(=O)OCCN1N=C(C(=C1C1=NN=C(N1)C1=NC(=CC2=C1C=NN2C)C(N)=O)O)C)(F)F